2,2,2-tribromoethyltri-n-propoxysilane BrC(C[Si](OCCC)(OCCC)OCCC)(Br)Br